N(=[N+]=[N-])CCCCCOC1=NC=CC=N1 2-(5-azidopentoxy)pyrimidin